N-(3-(5-(difluoromethoxy)-2,3-dihydrobenzofuran-6-yl)-1H-pyrazol-4-yl)pyrazolo[1,5-a]pyrimidine-3-carboxamide FC(OC=1C(=CC2=C(CCO2)C1)C1=NNC=C1NC(=O)C=1C=NN2C1N=CC=C2)F